N-(4-Amino-5-cyano-6-ethoxy-2-pyridinyl)-2,5-dimethoxybenzeneacetamide NC1=CC(=NC(=C1C#N)OCC)NC(CC1=C(C=CC(=C1)OC)OC)=O